tert-butyl (R)-6-(N-ethyl-N-(2,2,2-trifluoro-1-(4-fluorophenyl)ethyl)sulfamoyl)-1H-pyrrolo[3,2-b]pyridine-1-carboxylate C(C)N(S(=O)(=O)C=1C=C2C(=NC1)C=CN2C(=O)OC(C)(C)C)[C@@H](C(F)(F)F)C2=CC=C(C=C2)F